2-[2-hydroxy-5-(1,1,3,3-tetramethylbutyl)-phenyl]-2H-benzotriazol OC1=C(C=C(C=C1)C(CC(C)(C)C)(C)C)N1N=C2C(=N1)C=CC=C2